4,4'-dichlorobenzophenone O-trityl oxime C(C1=CC=CC=C1)(C1=CC=CC=C1)(C1=CC=CC=C1)ON=C(C1=CC=C(C=C1)Cl)C1=CC=C(C=C1)Cl